Phenanthrenol C1=CC=C2C(=C1)C=CC3=C2C=CC=C3O